ClC=1C=C(C=C(C1)Cl)[Mg]Br (3,5-dichlorophenyl)magnesium bromide